ClC1=CC=C2C(=N1)C(=CN2)NC(OC(C)(C)C)=O Tert-butyl (5-chloro-1H-pyrrolo[3,2-b]pyridine-3-yl)carbamate